N-(2-tolyl)-2-(3-tosylureido)benzenesulfonamide C1(=C(C=CC=C1)NS(=O)(=O)C1=C(C=CC=C1)NC(=O)NS(=O)(=O)C1=CC=C(C)C=C1)C